O=C1N(CCC2=C1C=C(S2)B2OC(C(O2)(C)C)(C)C)C(C(=O)OC(C)(C)C)C tert-Butyl 2-(4-oxo-2-(4,4,5,5-tetramethyl-1,3,2-dioxaborolan-2-yl)-6,7-dihydrothieno[3,2-c]pyridin-5-yl)propanoate